tert-butyl (4-(2-((1-(tetrahydro-2H-pyran-2-yl)-6-(1-(tetrahydro-2H-pyran-2-yl)-1H-pyrazol-4-yl)-1H-indazol-4-yl)amino)ethoxy)butyl)carbamate O1C(CCCC1)N1N=CC2=C(C=C(C=C12)C=1C=NN(C1)C1OCCCC1)NCCOCCCCNC(OC(C)(C)C)=O